2-methoxy-5-methyl-terephthalaldehyde COC1=C(C=O)C=C(C(=C1)C=O)C